ClC1=NC=C(C2=C1C=CO2)C(C)O 1-(4-chlorofuro[3,2-c]pyridin-7-yl)ethan-1-ol